N-(3-bromobenzylidene)-4-((diethyl-amino)methyl)benzen-amine BrC=1C=C(C=NC2=CC=C(C=C2)CN(CC)CC)C=CC1